C(C1=CC=CC=C1)S(=O)(=O)N1C2=C(CCCC1)C=CC=C2 1-toluenesulfonyl-1,2,3,4-tetrahydro-5H-benzo[b]azepine